tert-butyl 7-{1H-pyrazolo[4,3-c]pyridin-3-yl}-3,4-dihydro-2H-quinoline-1-carboxylate N1N=C(C=2C=NC=CC21)C2=CC=C1CCCN(C1=C2)C(=O)OC(C)(C)C